COC=1C=C(C=CC1)NC([C@H](N)C)=O N-(3-methoxyphenyl)-D-alaninamide